N-[4-[2-oxo-6-[2-(trifluoromethyl)-3-pyridinyl]-1H-pyridin-4-yl]-2-pyridinyl]acetamide O=C1NC(=CC(=C1)C1=CC(=NC=C1)NC(C)=O)C=1C(=NC=CC1)C(F)(F)F